5-(5-methyl-1,3-thiazol-2-yl)benzonitrile CC1=CN=C(S1)C=1C=CC=C(C#N)C1